Cl.N[C@@H]1C[C@H](CC1)NC1=CC=C(C=N1)N1C(C=CC=C1)=O 6'-((1S,3S)-3-aminocyclopentyl)amino-2H-[1,3'-bipyridin]-2-one hydrochloride